oxyethylen O(CC*)*